3-[(2R)-2-cyano-2-methyl-pyrrolidine-1-carbonyl]-8-methoxy-1-(2-thienyl)-5,6-dihydropyrrolo[2,1-a]isoquinoline-9-carboxylic acid C(#N)[C@@]1(N(CCC1)C(=O)C1=CC(=C2N1CCC1=CC(=C(C=C21)C(=O)O)OC)C=2SC=CC2)C